1-(4-(2,6-dioxopiperidin-3-yl)-3,5-difluorophenyl)azetidin-3-yl (3-(difluoro(4-methoxyphenyl)methyl)bicyclo[1.1.1]pentan-1-yl)carbamate FC(C12CC(C1)(C2)NC(OC2CN(C2)C2=CC(=C(C(=C2)F)C2C(NC(CC2)=O)=O)F)=O)(C2=CC=C(C=C2)OC)F